2-(4-(5-bromo-6-methoxynicotinoyl)piperazin-1-yl)-N-(5-(4-fluorophenoxy)pyridin-2-yl)propanamide BrC=1C(=NC=C(C(=O)N2CCN(CC2)C(C(=O)NC2=NC=C(C=C2)OC2=CC=C(C=C2)F)C)C1)OC